BrC1=CC=CC=2C=3N(C=NC12)N=C(N3)C=3C=NN(C3)C(C)C 7-bromo-2-(1-isopropyl-1H-pyrazol-4-yl)[1,2,4]triazolo[1,5-c]quinazolin